BrC=1C=CC(=NC1)N1CCN(CC1)C=1C=CC(=C(C1)C=1N=C2N(C=CC=C2)C1C)Cl 2-(5-(4-(5-bromopyridin-2-yl)piperazin-1-yl)-2-chlorophenyl)-3-methylimidazo[1,2-a]pyridine